N-(1,1-Dioxothiolan-3-yl)-5-((5-methyl-3-(6-methylpyridin-3-yl)-1,2-oxazol-4-yl)methoxy)pyrazine-2-carboxamide O=S1(CC(CC1)NC(=O)C1=NC=C(N=C1)OCC=1C(=NOC1C)C=1C=NC(=CC1)C)=O